N\C(\C=1C(=CC2=C(N(C([C@H](CS2(=O)=O)NC(=O)OC(C)(C)C)=O)CC2=CC=C(C=C2)Cl)C1)F)=N/CC(C(=O)[O-])(C)F [(Z)-[amino-[(3R)-3-(tert-butoxycarbonylamino)-5-[(4-chlorophenyl)methyl]-8-fluoro-1,1,4-trioxo-2,3-dihydro-1λ6,5-benzothiazepin-7-yl]methylene]amino]2-fluoro-2-methyl-propanoate